C(C)(C)(C)OC(=O)N1C[C@H](CC1)N1C(N(C=2C1=NC=CC2)C2=CC=C(C=C2)C2=CC=C(C=C2)F)=O (S)-3-(1-(4'-fluoro-[1,1'-biphenyl]-4-yl)-2-oxo-1,2-dihydro-3H-imidazo[4,5-b]pyridin-3-yl)pyrrolidine-1-carboxylic acid tert-butyl ester